Cl.ClC1=CC=2C3=C(NC2C=C1)CCNC3 8-Chloro-2,3,4,5-tetrahydro-1H-pyrido[4,3-b]indole hydrochloride